2-(3-(4'-fluoro-3',6-dimethyl-[1,1'-biphenyl]-3-yl)-4-(4-sulfamoylbenzyl)-1H-pyrazol-1-yl)thiazole-4-carboxylic acid FC1=C(C=C(C=C1)C1=CC(=CC=C1C)C1=NN(C=C1CC1=CC=C(C=C1)S(N)(=O)=O)C=1SC=C(N1)C(=O)O)C